FCCOC(F)F difluoromethyl fluoroethyl ether